(1S,2S,3R,5S)-3-[7-[(1R,2S)-2-(4-fluorophenyl)cyclopropylamino]-5-(propylthio)-3H-[1,2,3]-triazolo[4,5-d]pyrimidin-3-yl]-5-(2-hydroxyethoxy)-1,2-cyclopentanediol FC1=CC=C(C=C1)[C@H]1[C@@H](C1)NC=1C2=C(N=C(N1)SCCC)N(N=N2)[C@H]2[C@@H]([C@@H]([C@H](C2)OCCO)O)O